(3-((6-chloro-3-((1-methyl-1H-pyrazol-4-yl) amino)-1,2,4-triazin-5-yl) amino) phenyl) carbamate C(N)(OC1=CC(=CC=C1)NC=1N=C(N=NC1Cl)NC=1C=NN(C1)C)=O